Cl.C(C1=CC=CC=C1)(C1=CC=CC=C1)C1CCNCC1 4-(benzhydryl)piperidine hydrochloride